(5S,7R,8R,9S,10S)-8-hydroxy-7-(hydroxymethyl)-9-(4-(3,4,5-trifluorophenyl)-1H-1,2,3-triazol-1-yl)-1,6-dioxaspiro[4.5]dec-10-yl benzoate C(C1=CC=CC=C1)(=O)O[C@H]1[C@H]([C@H]([C@H](O[C@@]12CCCO2)CO)O)N2N=NC(=C2)C2=CC(=C(C(=C2)F)F)F